2-(triethoxysilylpropyl)aminoethyl-3-aminopropyl-triethoxysilane C(C)O[Si](OCC)(OCC)CCCNCCC(C)O[Si](OCC)(OCC)CCCN